C(CCCCCCCCCCCCC)C=C(C(=O)OC)C methyl tetradecylmethacrylate